C(C)(C)(C)OC(=O)N1CC2=C(C=CC(=C2CC1)Br)N 8-amino-5-bromo-3,4-dihydroisoquinoline-2(1H)-carboxylic acid tert-butyl ester